(E)-2-(2-(1H-indol-3-yl)vinyl)-3-methylbenzo[d]thiazole N1C=C(C2=CC=CC=C12)/C=C/C1SC2=C(N1C)C=CC=C2